ClC=1C=CC2=C(N=C(O2)C2CC3(CC(C3)NC(=O)C3CNCC3)C2)C1 N-[6-(5-chloro-1,3-benzoxazol-2-yl)spiro[3.3]Heptane-2-yl]Pyrrolidine-3-carboxamide